2,2',2'',2'''-[(2S)-2-(4-Butoxybenzyl)-1,4,7,10-tetraazacyclododecane-1,4,7,10-tetrayl]tetraacetic acid C(CCC)OC1=CC=C(C[C@@H]2N(CCN(CCN(CCN(C2)CC(=O)O)CC(=O)O)CC(=O)O)CC(=O)O)C=C1